5-ethynyl-6-fluoro-4-(8-fluoro-4-(methyl(((R)-pyrrolidin-2-yl)methyl)amino)-2-(8-methyl-3,8-diazabicyclo[3.2.1]octan-3-yl)pyrido[4,3-d]pyrimidin-7-yl)-2-naphthonitrile C(#C)C1=C2C(=CC(=CC2=CC=C1F)C#N)C1=C(C=2N=C(N=C(C2C=N1)N(C[C@@H]1NCCC1)C)N1CC2CCC(C1)N2C)F